δ-glycidoxybutyl-tripropoxysilane C(C1CO1)OCCCC[Si](OCCC)(OCCC)OCCC